6-(trifluoromethoxy)benzo[d]thiazol FC(OC1=CC2=C(N=CS2)C=C1)(F)F